OC=1C=C(C=CC1OC)N1CCC(C2=C(C(=C(C=C12)OC)OC)OC)=O 1-(3-Hydroxy-4-methoxyphenyl)-5,6,7-trimethoxy-2,3-dihydroquinolin-4(1H)-one